BrC1=C(C(=O)OOC(C2=C(C=C(C=C2)Br)Br)=O)C=CC(=C1)Br 2,4-dibromo-benzoyl peroxide